4-fluoro-3-(trifluoromethoxy)phenylacetic acid FC1=C(C=C(C=C1)CC(=O)O)OC(F)(F)F